(R)-hexahydropyridazine-3-carboxylic acid methyl ester ditrifluoroacetate FC(C(=O)O)(F)F.FC(C(=O)O)(F)F.COC(=O)[C@@H]1NNCCC1